(5-{4-[(4-chlorobenzyl)oxy]benzylidene}-4-oxo-2-thioxo-1,3-thiazolidin-3-yl)acetic acid ClC1=CC=C(COC2=CC=C(C=C3C(N(C(S3)=S)CC(=O)O)=O)C=C2)C=C1